1-(4-fluorophenyl)-5-oxo-N-(pyridin-2-ylmethyl)pyrrolidine-3-carboxamide FC1=CC=C(C=C1)N1CC(CC1=O)C(=O)NCC1=NC=CC=C1